BrC1=CC=C(S1)CN(CC(=O)NOC1=CC=CC=C1)C 2-(((5-Bromothiophen-2-yl)methyl)(methyl)amino)-N-phenoxyacetamide